NC(C(=O)O)CNC(\C=C\C=C\C)=O 2-amino-3-((2E,4E)-hexa-2,4-dienamido)propanoic acid